3-amino-4,7-dichloro-naphthalene-2-carboxylic acid NC=1C(=CC2=CC(=CC=C2C1Cl)Cl)C(=O)O